COC([C@H](N(S)C(=O)OCC1=CC=CC=C1)C)=O ((Benzyloxy)carbonyl)(sulfanyl)-D-alanine methyl ester